The molecule is a dipeptide obtained by formal condensation of the gamma-carboxy group of glutamic acid with the amino group of Se-methylselenocysteine. It has a role as an antineoplastic agent and a plant metabolite. It derives from a Se-methylselenocysteine and a glutamic acid. C[Se]CC(C(=O)O)NC(=O)CCC(C(=O)O)N